C(C)(C)OC(=O)[C@@H]1C[C@H](CCC1)OC=1C(=NC(=CC1)C=1N=NN(C1CNC(=O)OCCCC)C)C (1S,3S)-3-((6-(5-(((butoxycarbonyl)amino)methyl)-1-methyl-1H-1,2,3-triazol-4-yl)-2-methylpyridin-3-yl)oxy)cyclohexane-1-carboxylic acid isopropyl ester